FC=1C(NC(N(C1)[C@H]1C[C@@H]([C@H](O1)C1(CC1)O[P@@](=O)(OC1=CC=CC=C1)N[C@@H](C)C(=O)OCC1=CC=CC=C1)O)=O)=O benzyl ((S)-(1-((2S,3S,5R)-5-(5-fluoro-2,4-dioxo-3,4-dihydropyrimidin-1(2H)-yl)-3-hydroxytetrahydrofuran-2-yl)cyclopropoxy)(phenoxy)phosphoryl)-L-alaninate